N=1N(N=CC1)C1=CC(=C2C=CC=NC2=C1)C1(CC1)NC(C1=C(C=CC(=C1)OC[C@H]1N(CC1)C)C)=O (S)-N-(1-(7-(2H-1,2,3-Triazol-2-yl)quinolin-5-yl)cyclopropyl)-2-methyl-5-((1-methylazetidin-2-yl)methoxy)benzamide